N1(CCC1)C1=CC(=C(C=N1)N1C=C(C(C2=CC(=C(N=C12)N1CC2=NC=CC=C2C1)F)=O)C(=O)O)C 1-(6-(azetidin-1-yl)-4-methylpyridin-3-yl)-7-(5,7-dihydro-6H-pyrrolo[3,4-b]pyridin-6-yl)-6-fluoro-4-oxo-1,4-dihydro-1,8-naphthyridine-3-carboxylic acid